C(C1=CC=CC=C1)OC1=NC(=CC=C1C1=CC=C(C=C1)N1CCC(CC1)N(C(OC(C)(C)C)=O)C)OCC1=CC=CC=C1 tert-butyl N-[1-[4-(2,6-dibenzyloxy-3-pyridyl)phenyl]-4-piperidyl]-N-methyl-carbamate